(E)-N'-((4-methoxypyridin-2-yl)methylene)-6-(6-(trifluoromethoxy)pyridin-3-yl)pyrazine-2-carbohydrazide COC1=CC(=NC=C1)\C=N\NC(=O)C1=NC(=CN=C1)C=1C=NC(=CC1)OC(F)(F)F